(2-(4-(2,3-dichlorophenyl)piperazin-1-yl)ethyl)-1-methyl-1,2,3,4-tetrahydroisoquinoline ClC1=C(C=CC=C1Cl)N1CCN(CC1)CCC1(NCCC2=CC=CC=C12)C